COC(=O)C=1C=C(C=C2C=NN(C12)CC=1C=NC(=NC1)C1=CC(=CC(=C1)OC)F)OC(F)F 5-(difluoromethoxy)-1-((2-(3-fluoro-5-Methoxyphenyl)pyrimidin-5-yl)methyl)-1H-indazole-7-carboxylic acid methyl ester